2-methyl-4-oxo-1,4-dihydroquinoline-6-carboxylic acid methyl ester COC(=O)C=1C=C2C(C=C(NC2=CC1)C)=O